2,2'-[naphthalene-1,4-diylbis(methyleneoxy[1,1'-binaphthalene]-2',2-diyloxy)]-di(ethan-1-ol) C1(=CC=C(C2=CC=CC=C12)COC1=C(C2=CC=CC=C2C=C1)C1=C(C=CC2=CC=CC=C12)OCCO)COC1=C(C2=CC=CC=C2C=C1)C1=C(C=CC2=CC=CC=C12)OCCO